N-[2-(4-formylcyclohexyl)-6-methoxy-indazol-5-yl]pyrimidine-4-carboxamide C(=O)C1CCC(CC1)N1N=C2C=C(C(=CC2=C1)NC(=O)C1=NC=NC=C1)OC